ClC=1C(N(C(=CC1OCC1=NC=C(C=C1F)F)C)C1=CC(=NC=C1C1CC1)C1=NC(=NC=C1)C(C)(C)O)=O 3-chloro-5'-cyclopropyl-4-((3,5-difluoropyridin-2-yl)methoxy)-2'-(2-(2-hydroxypropan-2-yl)pyrimidin-4-yl)-6-methyl-2H-[1,4'-bipyridin]-2-one